N1=CC=C(C=C1)C(=O)N aza-benzene-4-carboxamide